C1(CC1)COC=1C=C(C=CC1F)[C@@H](C)NS(=O)(=O)CCCCNCC(=O)OCC ethyl (R)-(4-(N-(1-(3-(cyclopropylmethoxy)-4-fluorophenyl) ethyl) sulfamoyl) butyl)glycinate